N1C=NC2=C1C=C(C=C2)NC(=O)C=2C=CC1=C(C=3N(CCO1)C=NC3)C2 N-(1H-Benzo[d]imidazol-6-yl)-5,6-dihydrobenzo[f]imidazo[1,5-d][1,4]oxazepine-10-carboxamide